COC1=NC=C(C=C1S(=O)(=O)Cl)C 2-methoxy-5-methylpyridine-3-sulfonyl chloride